imidazolinethion N1C=NC(C1)=S